C12CCCC(CC1)O2 8-Oxabicyclo[3.2.1]octan